N1CC(C1)C#CC1=CN(C2=C1C=NC(=C2)NC(C)=O)C2=NC(=CC(=C2)C)[C@]2(COCC2)OC (R)-N-(3-(azetidin-3-ylethynyl)-1-(6-(3-methoxytetrahydrofuran-3-yl)-4-methylpyridine-2-yl)-1H-pyrrolo[3,2-c]pyridin-6-yl)acetamide